C1(CC1)NC(C1=C(C=C(C=C1OC)C1=CN=C2N1C=CC(=C2)OCC2=CN=CO2)OC(F)F)=O N-cyclopropyl-2-(difluoromethoxy)-6-methoxy-4-[7-(oxazol-5-ylmethoxy)imidazo[1,2-a]pyridin-3-yl]benzamide